ethyl (6bR,10aS)-1,1-dimethyl-2-oxo-2,3,6b,9,10,10a-hexahydro-1H-pyrido[3',4':4,5]pyrrolo[1,2,3-de]quinoxaline-8(7H)-carboxylate CC1(C(NC=2C=CC=C3C2N1[C@@H]1[C@H]3CN(CC1)C(=O)OCC)=O)C